C(#N)[C@H](C[C@H]1C(NCC1)=O)NC(=O)[C@H]1N([C@H]2CC([C@@H]1CC2)(F)F)C([C@@H](NC(C(F)(F)F)=O)CC(C)C)=O (1R,3S,4R)-N-((S)-1-cyano-2-((S)-2-oxopyrrolidin-3-yl)ethyl)-5,5-difluoro-2-((2,2,2-trifluoroacetyl)-L-leucyl)-2-azabicyclo[2.2.2]octane-3-carboxamide